(S)-3-benzyl-1-(1-((3,5-di-tert-butylbenzyl)amino)-3,3-dimethyl-1-oxobutan-2-yl)-1H-imidazol-3-ium chloride [Cl-].C(C1=CC=CC=C1)[N+]1=CN(C=C1)[C@H](C(=O)NCC1=CC(=CC(=C1)C(C)(C)C)C(C)(C)C)C(C)(C)C